tert-butyl 3-methyl-4-methylene-6-nitro-1-oxo-3,4-dihydroisoquinoline-2(1H)-carboxylate CC1N(C(C2=CC=C(C=C2C1=C)[N+](=O)[O-])=O)C(=O)OC(C)(C)C